[N+](=O)([O-])C1=C(C=C(C(=C1)[N+](=O)[O-])Cl)Cl 4,6-dinitro-m-dichlorobenzene